5-[1H-Benzimidazol-2-Yl-(5-Fluoro-2-Hydroxy-Phenyl)Methyl]-2-[4-(1-Methyl-4-Piperidyl)Phenyl]-6,7-Dihydrothieno[3,2-c]Pyridin-4-One N1C(=NC2=C1C=CC=C2)C(N2C(C1=C(CC2)SC(=C1)C1=CC=C(C=C1)C1CCN(CC1)C)=O)C1=C(C=CC(=C1)F)O